3-(9H-carbazole-9-yl)phenyl-boric acid C1=CC=CC=2C3=CC=CC=C3N(C12)C=1C=C(C=CC1)OB(O)O